ethyl 3-(cyclopentyl (3-ethoxy-3-oxopropyl) amino)-3-oxopropionate C1(CCCC1)N(C(CC(=O)OCC)=O)CCC(=O)OCC